BrC1=CC=C(C(=N1)C(C(C)C)O)NC(C(C)(C)C)=O N-(6-bromo-2-(1-hydroxy-2-methylpropyl)pyridin-3-yl)pivalamide